5-[6-(5-chloro-2-fluorophenyl)-2H,3H,4H-pyrido[3,2-b][1,4]oxazin-8-yl]-N-[3-(dimethylamino)propyl]pyridine-3-carboxamide ClC=1C=CC(=C(C1)C=1C=C(C=2OCCNC2N1)C=1C=C(C=NC1)C(=O)NCCCN(C)C)F